ethyl 1-[(1S)-1-(1,3-thiazol-2-yl) ethyl]-1H-imidazole-4-carboxylate S1C(=NC=C1)[C@H](C)N1C=NC(=C1)C(=O)OCC